6-nitro-2-[4-[[2-(2H-tetrazol-5-yl)phenyl]methyl]piperazin-1-yl]-1,3-benzothiazole [N+](=O)([O-])C1=CC2=C(N=C(S2)N2CCN(CC2)CC2=C(C=CC=C2)C=2N=NNN2)C=C1